3-((tert-butyldimethylsilyloxy)propyl)-7-chloro-3-(2,6-dichloro-3,5-dimethoxyphenyl)-1,6-naphthyridine-2(1H)-aldehyde [Si](C)(C)(C(C)(C)C)OCCCC1(C(NC2=CC(=NC=C2C1)Cl)C=O)C1=C(C(=CC(=C1Cl)OC)OC)Cl